C(C)(C)(C)OC(=O)N1C[C@@H](N(CC1)[C@]1(COC[C@H]1O[Si](C1=CC=CC=C1)(C1=CC=CC=C1)C(C)(C)C)C)C (S)-4-((3S,4S)-4-((tert-Butyldiphenylsilyl)oxy)-3-methyltetrahydrofuran-3-yl)-3-methylpiperazine-1-carboxylic acid tert-butyl ester